BrC1=C2C=NN(C2=CC(=C1CCC#C)Cl)C1OCCCC1 4-Bromo-5-(but-3-yn-1-yl)-6-chloro-1-(tetrahydro-2H-pyran-2-yl)-1H-indazole